NC[C@H]1NC([C@H](SCC1)C1=CC(=CC=C1)C1=CC=C(C=C1)Cl)=O (2R,5S)-5-(aminomethyl)-2-[3-(4-chlorophenyl)phenyl]-1,4-thiazepan-3-one